C(C)(=O)N[C@H]1[C@@H](O)O[C@@H]([C@@H]([C@@H]1O)O)CO 2-(acetylamino)-2-deoxy-α-D-galactopyranose